COC1=CC=C(CN2N=CC(=C(C2=O)C(F)(F)F)O[C@H](COCCS(=O)(=O)N2CCN(CC2)C=2SC(=CN2)C(F)(F)F)C)C=C1 (S)-2-(4-methoxybenzyl)-4-(trifluoromethyl)-5-((1-(2-((4-(5-(trifluoromethyl)thiazol-2-yl)piperazin-1-yl)sulfonyl)ethoxy)propan-2-yl)oxy)pyridazin-3(2H)-one